COC(OC)[SiH2]CCCN dimethoxymethyl-aminopropyl-silane